3-(1,2,3,5,6,7-hexahydro-s-indacen-4-yl)-1-{[1-(methoxymethyl)-1H-pyrazol-4-yl](1-methylpiperidin-4-yl)sulfamoyl}urea sodium salt [Na].C1CCC2=C(C=3CCCC3C=C12)NC(NS(N(C1CCN(CC1)C)C=1C=NN(C1)COC)(=O)=O)=O